CC1=C(OCC(=O)O)C=CC(=C1)SCN1N=CN(C1=O)C1=C(C=CC=C1)C(F)(F)F 2-(2-methyl-4-(((5-oxo-4-(2-(trifluoromethyl)phenyl)-4,5-dihydro-1H-1,2,4-triazole-1-yl)methyl)thio)phenoxy)acetic acid